6-(4-Chloro-3-methylphenoxy)-3-{[dimethyl(phenyl)silyl]methyl}-N-(quinolin-8-yl)hexanamide ClC1=C(C=C(OCCCC(CC(=O)NC=2C=CC=C3C=CC=NC23)C[Si](C2=CC=CC=C2)(C)C)C=C1)C